7-bromo-5-methylpyrazolo[1,5-a]pyridine-2-carboxylic acid BrC1=CC(=CC=2N1N=C(C2)C(=O)O)C